CC1=C(N=NN1C1=CC=C(C=C1)C)C(=O)NCC1=NC=CC=C1 5-Methyl-N-(pyridin-2-ylmethyl)-1-(p-tolyl)-1H-1,2,3-triazole-4-carboxamide